1-(5-chloropyridin-2-yl)-3-(3-cyano-5-fluorophenyl)urea ClC=1C=CC(=NC1)NC(=O)NC1=CC(=CC(=C1)F)C#N